CS(=O)(=O)O[C@@H]1CN(CC1)C(=O)OC(C)(C)C tert-Butyl (3S)-3-methylsulfonyloxypyrrolidine-1-carboxylate